1-(4-(2-chloro-5-ethylpyrimidin-4-yl)-1H-pyrazol-1-yl)-2-methylpropan-2-ol ClC1=NC=C(C(=N1)C=1C=NN(C1)CC(C)(O)C)CC